C(C)(=O)OC(COC1=CC=C(C=C1)S(=O)(=O)C1=CC(=C(C(=C1)Cl)OCC(CCl)OC(C)=O)Cl)CN1CCOCC1 1-(4-((4-(2-acetoxy-3-chloropropoxy)-3,5-dichlorophenyl)sulfonyl)phenoxy)-3-morpholinopropan-2-yl acetate